CON(C(C1=CC(=NC(=C1)OCCC)OC)=O)C N,2-dimethoxy-N-methyl-6-propoxyisonicotinamide